N-[3-Fluoro-4-[[7-methoxy-6-(2-methoxyethoxy)-1,5-naphthyridin-4-yl]oxy]phenyl]-6-(fluoromethyl)-5-(4-fluorophenyl)-1-methyl-4-oxopyridine-3-carboxamide FC=1C=C(C=CC1OC1=CC=NC2=CC(=C(N=C12)OCCOC)OC)NC(=O)C1=CN(C(=C(C1=O)C1=CC=C(C=C1)F)CF)C